4-(1,1,1-trifluoropropan-2-yl)-3,4-dihydroisoquinolin-1(2H)-one FC(C(C)C1CNC(C2=CC=CC=C12)=O)(F)F